5-((2s,4s)-2-((difluoromethoxy)methyl)-4-(4-(trifluoromethyl)phenoxy)pyrrolidin-1-yl)thiophene-3-carboxylic acid FC(OC[C@H]1N(C[C@H](C1)OC1=CC=C(C=C1)C(F)(F)F)C1=CC(=CS1)C(=O)O)F